(6-methoxy-2-(2-(methoxymethyl)-7-methylquinoxalin-5-yl)benzo[d]Thiazol-4-yl)(pyridin-3-yl)methanol COC1=CC2=C(N=C(S2)C2=C3N=CC(=NC3=CC(=C2)C)COC)C(=C1)C(O)C=1C=NC=CC1